N[C@@H](C(=O)O)CNC(CCl)=O (2R)-2-amino-3-[(2-chloroacetyl)amino]propionic acid